(R)-2-(3-(((R)-2,2-dimethyl-1,3-dioxolan-4-yl)methyl)phenyl)-7-((2-hydroxyethyl)sulfonyl)-2,6,6-trimethylheptanoic acid CC1(OC[C@H](O1)CC=1C=C(C=CC1)[C@](C(=O)O)(CCCC(CS(=O)(=O)CCO)(C)C)C)C